monosec-octyl phthalate C(C=1C(C(=O)[O-])=CC=CC1)(=O)OC(C)CCCCCC